(5-((3-fluorophenyl)ethynyl)-4-methyl-2,3-dihydro-1H-inden-1-yl)-3-methylazetidin-3-ol FC=1C=C(C=CC1)C#CC=1C(=C2CCC(C2=CC1)N1CC(C1)(O)C)C